1-((6aS,8R,9R,9aR)-9-hydroxy-2,2,4,4-tetraisopropyltetrahydro-6H-furo[3,2-f][1,3,5,2,4]trioxadisilocin-8-yl)-5-methylpyrimidine-2,4(1H,3H)-dione O[C@H]1[C@@H](O[C@@H]2[C@@H]1O[Si](O[Si](OC2)(C(C)C)C(C)C)(C(C)C)C(C)C)N2C(NC(C(=C2)C)=O)=O